2-((7-chloroisoquinolin-1-yl)oxy)-N-ethylethane-1-amine ClC1=CC=C2C=CN=C(C2=C1)OCCNCC